C1(CC1)N(C=1C2=C(N=C(N1)OC([2H])([2H])[C@]13CCC(N3C[C@](C1)([2H])F)([2H])[2H])C(=C(N=C2)C2=CC(=CC1=CC=C(C(=C21)C#C)F)O)F)C([2H])([2H])[2H] 4-(4-(cyclopropyl(methyl-d3)amino)-8-fluoro-2-(((2R,7aS)-2-fluorotetrahydro-1H-pyrrolizin-7a(5H)-yl-2,5,5-d3)methoxy-d2)pyrido[4,3-d]pyrimidin-7-yl)-5-ethynyl-6-fluoronaphthalen-2-ol